(tetrahydro-2H-pyran-2-yl)-5-(trifluoromethyl)-1H-indazole-4-carbaldehyde O1C(CCCC1)N1N=CC=2C(=C(C=CC12)C(F)(F)F)C=O